4-amino-N-(1-((4-ethoxy-2-fluorophenyl)amino)-6-methylisoquinolin-5-yl)quinazoline-8-carboxamide methyl-α-oxophenylacetate COC(C(=O)C1=CC=CC=C1)=O.NC1=NC=NC2=C(C=CC=C12)C(=O)NC1=C2C=CN=C(C2=CC=C1C)NC1=C(C=C(C=C1)OCC)F